ClC=1C(=CC(=NC1Cl)N(C(OC(C)(C)C)=O)C)I tert-butyl (5,6-dichloro-4-iodopyridin-2-yl)(methyl)carbamate